Nitro-2-phenoxypyrimidine [N+](=O)([O-])C1=NC(=NC=C1)OC1=CC=CC=C1